Dimethylcyclobutane-1,3-diamine CC1(CC(C1)(N)C)N